4-aminocyclohexyl-4-amino-3-methylcyclohexyl-methane NC1CCC(CC1)CC1CC(C(CC1)N)C